[Si](C1=CC=CC=C1)(C1=CC=CC=C1)(C(C)(C)C)OC1CC(C1)(NC)CO (3-((tert-butyldiphenylsilyl)oxy)-1-(methylamino)cyclobutyl)methanol